OC[C@H]1N(CCC1)CC=1C=C(C=NC1)C=1C=C2CCC(N(C2=CC1)C)=O 6-[5-((S)-2-Hydroxymethyl-pyrrolidin-1-ylmethyl)-pyridin-3-yl]-1-methyl-3,4-dihydro-1H-quinolin-2-one